CC1=C(CC=O)C=CC=C1 2-methylbenzyl-methylene oxide